(R)-5-(imidazo[1,2-a]pyrimidin-6-yl)-4-methoxy-N-(4-methoxybutan-2-yl)pyrrolo[2,1-f][1,2,4]triazin-2-amine N=1C=CN2C1N=CC(=C2)C=2C=CN1N=C(N=C(C12)OC)N[C@H](C)CCOC